FC1=C(C(=CC(=C1)N1CC(C1)CO)F)C1C(NC(CC1)=O)=O 3-(2,6-difluoro-4-(3-(hydroxymethyl)azetidin-1-yl)phenyl)piperidine-2,6-dione